1-(4-methoxybenzenesulfonyl)piperazine COC1=CC=C(C=C1)S(=O)(=O)N1CCNCC1